Caffeylpyruvate C(\C=C\C1=CC(O)=C(O)C=C1)CC(C(=O)[O-])=O